(S)-(methyl 1-((5-([1,4'-bipiperidin]-4-yl)-3-methoxypyridin-2-yl) methyl)-7-((1-hydroxyhex-3-yl) amino)-1H-pyrazolo[4,3-d]pyrimidin-5-yl) carbamate C(N)(OC=1N=C(C2=C(N1)C(=NN2CC2=NC=C(C=C2OC)C2CCN(CC2)C2CCNCC2)C)N[C@H](CCO)CCC)=O